FC(C=1C=C(C=C(C1)C#CC1=CC=C(C#N)C=C1)C#CC1=CC=C(C#N)C=C1)(F)F 4,4'-((5-trifluoromethyl-1,3-phenylene)bis(acetylene-2,1-diyl))dibenzonitrile